5-(4-(((2,6-dimethylpyridin-4-yl)amino)methyl)-2-fluoro-6-hydroxyphenyl)-1,2,5-thiadiazolidin CC1=NC(=CC(=C1)NCC1=CC(=C(C(=C1)O)N1CCNS1)F)C